7-cyano-N-(3-fluoro-5-(5-((1r,2s)-2-fluorocyclopropyl)-1,2,4-oxadiazol-3-yl)-2-methylphenyl)imidazo[1,2-a]pyridine-3-carboxamide C(#N)C1=CC=2N(C=C1)C(=CN2)C(=O)NC2=C(C(=CC(=C2)C2=NOC(=N2)[C@@H]2[C@H](C2)F)F)C